(1-(6-bromopyridin-2-yl)piperidin-4-yl)methanamine BrC1=CC=CC(=N1)N1CCC(CC1)CN